rac-(1R,3S)-N-((2-(4'-fluoro-2'-(4-methyl-4H-1,2,4-triazol-3-yl)-[1,1'-biphenyl]-3-yl)-7-(trifluoromethyl)benzo[d]oxazol-5-yl)methyl)-3-methylcyclohexan-1-amine FC1=CC(=C(C=C1)C1=CC(=CC=C1)C=1OC2=C(N1)C=C(C=C2C(F)(F)F)CN[C@H]2C[C@H](CCC2)C)C2=NN=CN2C |r|